3-(4-bromophenoxy)propionic acid BrC1=CC=C(OCCC(=O)O)C=C1